5-(4-octyloxybenzoyl)amino-3-(1,2,3,4,5,8-hexahydroindolizin-7-yl)-benzofuran C(CCCCCCC)OC1=CC=C(C(=O)NC=2C=CC3=C(C(=CO3)C3=CCN4CCCC4C3)C2)C=C1